3-[[(1R)-1-[3,6-dimethyl-2-(2-methylindol-5-yl)-4-oxo-benzopyran-8-yl]ethyl]amino]-6-methyl-pyridine-2-carboxylic acid CC1=C(OC2=C(C1=O)C=C(C=C2[C@@H](C)NC=2C(=NC(=CC2)C)C(=O)O)C)C=2C=C1C=C(NC1=CC2)C